C(C1=CC=CC=C1)OC1=CC=C(C=C1)C(=O)C1=C(NC2=C1N=CN=C2)CC (4-(benzyloxy)phenyl)(6-ethyl-5H-pyrrolo[3,2-d]pyrimidin-7-yl)methanone